C(C)(C)(C)OC(C[C@@H]1N=C(C=2C(=C(SC2N2C(=NN=C12)C)C)C)C1=CC=C(C=C1)Cl)=O tert-butyl-2-[(9S)-7-(4-chlorophenyl)-4,5,13-trimethyl-3-thia-1,8,11,12-tetrazatricyclo[8.3.0.02,6]trideca-2(6),4,7,10,12-pentaen-9-yl]acetate